CN(CCOC1=C(C=CC(=C1)C=1C=NNC1)NC(=O)[C@@H]1COC2=C(C1)C=C(C=C2)OC)C (3S)-N-{2-[2-(Dimethylamino)ethoxy]-4-(1H-pyrazol-4-yl)phenyl}-6-methoxy-3,4-dihydro-2H-1-benzopyran-3-carboxamide